2,2,2-trifluoroethyl 1,2-difluoroethyl Ether FC(CF)OCC(F)(F)F